C(C)(C)(C)C1=C(C2=C(N=CN=C2OC2C(CCCC2)(C)C)S1)C1=CC(=C(C=C1)Cl)Cl 6-tert-butyl-5-(3,4-dichlorophenyl)-4-(2,2-dimethylcyclohexyloxy)thieno[2,3-d]pyrimidine